BrC=1C=2C(N=C3N(C2C=CC1)C1=CC(=CC=C1C3(C)C)N3CCN(CC3)CC3=NC=C(C=N3)N3CCC(CC3)C3=CC(=C(C(=C3)F)N3C(CCCC3=O)=O)F)=O (4-(1-(2-((4-(4-bromo-7,7-dimethyl-5-oxo-5,7-dihydroindolo[1,2-a]quinazolin-10-yl)piperazin-1-yl)methyl)pyrimidin-5-yl)piperidin-4-yl)-2,6-difluorophenyl)piperidine-2,6-dione